BrC=1C(=NC=C(C1C)F)N 3-bromo-5-fluoro-4-methylpyridin-2-amine